N1C(=CC=C1)CCCCCCCCCCCS 11-(1H-Pyrrol-2-yl)undecane-1-thiol